(7R,14R)-1-(difluoromethoxy)-6-(methyl-d3)-11-((1-(oxetan-3-yl)azetidin-3-yl)ethynyl)-6,7-dihydro-7,14-methanobenzo[f]benzo[4,5]imidazo[1,2-a][1,4]diazocin-5(14H)-one FC(OC1=CC=CC=2C(N([C@H]3C=4N([C@@H](C21)C3)C3=C(N4)C=CC(=C3)C#CC3CN(C3)C3COC3)C([2H])([2H])[2H])=O)F